IC1=C(N(C=2N=CN=C(C21)N2C[C@H](N(C[C@@H]2C)C(=O)OC(C)(C)C)C)COCC[Si](C)(C)C)C tert-butyl (2r,5s)-4-(5-iodo-6-methyl-7-((2-(trimethylsilyl) ethoxy) methyl)-7H-pyrrolo[2,3-d]pyrimidin-4-yl)-2,5-dimethylpiperazine-1-carboxylate